[4-[[3-(2-chloro-3-fluoro-4-methoxy-phenyl)imidazo[1,2-a]pyrazin-8-yl]amino]-2-methyl-phenyl]piperazin-1-yl-methanone hydrochloride Cl.ClC1=C(C=CC(=C1F)OC)C1=CN=C2N1C=CN=C2NC2=CC(=C(C=C2)C(=O)N2CCNCC2)C